CC1=C(C=CC(=C1)C)C(=O)N1CCC2(CO2)CC1 (2,4-dimethylphenyl)(1-oxa-6-azaspiro[2.5]oct-6-yl)methanone